(R)-5-bromo-3-(1-(2-(5-((6,7-dihydro-4H-thieno[3,2-c]pyran-2-yl)methyl)-2-methyl-2H-1,2,3-triazol-4-yl)-4-fluorophenyl)ethoxy)pyridin-2-amine BrC=1C=C(C(=NC1)N)O[C@H](C)C1=C(C=C(C=C1)F)C1=NN(N=C1CC1=CC=2COCCC2S1)C